5-(cyclopropylcarbonyl)-3-cyclopropyl-8-fluoro-N-[6-(4-isopropyl-4H-1,2,4-triazol-3-yl)pyridin-2-yl]-5,6-dihydro-4H-benzo[f]imidazo[1,5-a][1,4]diazepine-9-carboxamide C1(CC1)C(=O)N1CC=2N(C3=C(C1)C=C(C(=C3)C(=O)NC3=NC(=CC=C3)C3=NN=CN3C(C)C)F)C=NC2C2CC2